CC=1C=CC=2N(C1C)N=CC2C2=NC(C(C1=CC=CC=C21)(F)F)(C)C (6,7-dimethylpyrazolo[1,5-a]pyridin-3-yl)-4,4-difluoro-3,3-dimethyl-3,4-dihydroisoquinoline